(5-((2-(2,2-dimethylpyrrolidin-1-yl)ethyl)carbamoyl)-2-methylpyridin-3-yl)-2-(1-((3-hydroxyisoxazol-5-yl)methyl)-1H-pyrazol-4-yl)pyrazolo[5,1-b]thiazole-7-carboxamide CC1(N(CCC1)CCNC(=O)C=1C=C(C(=NC1)C)C=1N2C(SC1C=1C=NN(C1)CC1=CC(=NO1)O)=C(C=N2)C(=O)N)C